NC1=C(C=C(C=N1)NC(=O)C(=O)N(CC1=NC=C(C=C1)C(F)(F)F)C1CCC(C2=CC=CC=C12)C)CC N-(6-amino-5-ethyl-3-pyridyl)-N'-(4-methyltetralin-1-yl)-N'-[[5-(trifluoromethyl)-2-pyridyl]methyl]oxamide